ClC=1C(=CN(NC1)COCC[Si](C)(C)C)C(F)(F)F 5-chloro-4-trifluoromethyl-2-(2-(trimethylsilyl)ethoxy)methylpyridazin